FC(C=1C=C2C(=CC=NC2=C(C1)C(F)(F)F)N[C@H](C(=O)N=CN(C)C)C)(F)F (2S)-2-[[6,8-bis(trifluoromethyl)-4-quinolyl]amino]-N-(dimethylaminomethylene)propanamide